ClC=1SC(=C(C1S(=O)(=O)[O-])P(C1=C(C=CC=2C3=CC=C(C=C3C(C12)CC(C)C)C(C)(C)C)C(C)(C)C)C1=C(C=CC=2C3=CC=C(C=C3C(C12)CC(C)C)C(C)(C)C)C(C)(C)C)Cl 2,5-dichloro-4-(bis(2,7-di-tert-butyl-9-Isobutyl fluorenyl)phosphino)-3-thiophenesulfonate